FC=1C=C2C(=C(C(NC2=CC1)=O)C(\C=C\C1=CN(C(C=C1)=O)CCN1CCOCC1)=O)C1=CC=CC=C1 6-fluoro-3-[(2E)-3-{1-[2-(morpholin-4-yl)ethyl]-6-oxo-1,6-dihydropyridin-3-yl}prop-2-enoyl]-4-phenyl-1,2-dihydroquinolin-2-one